COC1=C(C(=C(C(=C1O)CCC)O)C1=C(C=CC=C1)C)OC dimethoxytoluyl-propyl-resorcinol